C(C)(C)NC(C)C.N1N=NN=C1 tetrazole diisopropylamine salt